crotyl glycinate NCC(=O)OCC=CC